C1(=CC=CC=C1)C=1C(OC(C1)=O)=O phenylfuran-2,5-dione